7-(7,8-difluoro-3-hydroxynaphthalen-1-yl)-2-(((S)-1-(methyl-d3)pyrrolidin-2-yl)methoxy-d2)-6-(trifluoromethyl)pyrido[3,4-d]Pyrimidin FC1=CC=C2C=C(C=C(C2=C1F)N1C=C2N=C(N=CC2=CC1C(F)(F)F)OC([2H])([2H])[C@H]1N(CCC1)C([2H])([2H])[2H])O